BrC=1C=C(C=CC1)N1N=NC=C1C 1-(3-bromophenyl)-5-methyltriazole